2-nitro-5,6-dihydronaphtho[1',2':4,5]imidazo[1,2-a]pyrimidine Hydrobromide Salt Br.[N+](=O)([O-])C=1C=CC=2CCC3=C(N=C4N3C=CC=N4)C2C1